CCCCC/C=C\\C/C=C\\CCCCCCCC(=O)OC[C@H](COP(=O)([O-])OCC[N+](C)(C)C)O The molecule is a lysophosphatidylcholine 18:2 in which the acyl group at position 1 is (9Z,12Z)-octadecadienoyl. It has a role as a mouse metabolite. It is a lysophosphatidylcholine(18:2/0:0) and a linoleoyl-sn-glycero-3-phosphocholine. It derives from a linoleic acid.